hydroxynitrotyrosine ON([C@@H](CC1=CC=C(C=C1)O)C(=O)O)[N+](=O)[O-]